C1(CCC(C2=CC=CC=C12)O)O 1,2,3,4-tetrahydronaphthalene-1,4-diol